6-(2-methoxyethoxy)quinoline-4-carboxylic acid methyl ester COC(=O)C1=CC=NC2=CC=C(C=C12)OCCOC